COC(\C=C\C=1C=NN(C1)C1OCCCC1)=O (E)-3-(1-tetrahydropyran-2-ylpyrazol-4-yl)prop-2-enoic acid methyl ester